FC(COC1=NC=C(C=N1)NC(=O)C=1C=CC2=C(C=3N(CCO2)C=NC3)C1)(F)F N-(2-(2,2,2-Trifluoroethoxy)pyrimidin-5-yl)-5,6-dihydrobenzo[f]imidazo[1,5-d][1,4]oxazepine-10-carboxamide